O1CCC(=CC1)C=1C=C2C=C(NC2=CC1)C(=O)OCC Ethyl 5-(3,6-dihydro-2H-pyran-4-yl)-1H-indole-2-carboxylate